[Zr].C(C)C(C(C)=O)C(C(F)(F)F)=O (ethyltrifluoroacetylacetone) zirconium